CC(CNC(COCCOCCOCC(=O)O)=O)(C)C 14,14-dimethyl-11-oxo-3,6,9-trioxa-12-aza-pentadecane-1-oic acid